methyl 2-[[4-[3-[(4-cyano-2-fluoro-phenyl)methoxy]pyrazol-1-yl]-1-piperidyl]methyl]-3-[(3-isopropylimidazol-4-yl)methyl]benzimidazole-5-carboxylate C(#N)C1=CC(=C(C=C1)COC1=NN(C=C1)C1CCN(CC1)CC=1N(C2=C(N1)C=CC(=C2)C(=O)OC)CC=2N(C=NC2)C(C)C)F